seleno phosphate P1(=O)(O[Se]O1)[O-]